(2S)-2-chloro-3-methyl-butan-1-ol Cl[C@H](CO)C(C)C